CN1C=2C=CC(=NC2C(=CC1=O)N1[C@H](CNCC1)C)C#N (S)-5-methyl-8-(2-methylpiperazin-1-yl)-6-oxo-5,6-dihydro-1,5-naphthyridine-2-carbonitrile